(3-amino-1,7-naphthyridin-4-yl)dimethylphosphine oxide NC=1C=NC2=CN=CC=C2C1P(C)(C)=O